5-(4-chloro-3-(phenylsulfonylamino)phenyl)-N-methylnicotinamide ClC1=C(C=C(C=C1)C=1C=NC=C(C(=O)NC)C1)NS(=O)(=O)C1=CC=CC=C1